ClC1=NC(=C2N=CN(C2=N1)[C@@H]1SCCC1)NCC=1C=NC(=CC1)F (2R,3R,4S)-2-[2-chloro-6-[(6-fluoro-3-pyridyl)methylamino]purin-9-yl]tetrahydrothiophene